C(C)(C)(C)OC(=O)N[C@@H](CCOCC(=O)O)C (R)-2-(3-((tert-butyloxycarbonyl)amino)butoxy)acetic acid